C(C)(C)(C)OC(=O)N1CCN(CC1)C=1C=NC(=CC1)C(N[C@@H]1[C@@H](C1)F)=O 4-(6-(((1S,2R)-2-fluorocyclopropyl)carbamoyl)pyridin-3-yl)piperazine-1-carboxylic acid tert-butyl ester